3-[5-fluoro-1-methyl-6-[4-(piperazin-1-ylmethyl)-1-piperidyl]indazol-3-yl]piperidine FC=1C=C2C(=NN(C2=CC1N1CCC(CC1)CN1CCNCC1)C)C1CNCCC1